1,5-bis[6-(5,9-dihexyl-2,2,3,3,11,11,12,12-octamethyl-4,10-dioxa-7-aza-3,11-disilatridecan-7-yl)hexyl] 3-hydroxy-3-methylpentanedioate OC(CC(=O)OCCCCCCN(CC(O[Si](C(C)(C)C)(C)C)CCCCCC)CC(O[Si](C(C)(C)C)(C)C)CCCCCC)(CC(=O)OCCCCCCN(CC(O[Si](C(C)(C)C)(C)C)CCCCCC)CC(O[Si](C(C)(C)C)(C)C)CCCCCC)C